3-(5-cyano-4-(((tetrahydrofuran-2-yl)methyl)amino)pyridin-2-yl)-1-(6-formyl-5-((4-methyl-2-oxopiperazin-1-yl)methyl)pyridin-2-yl)-1-methylurea C(#N)C=1C(=CC(=NC1)NC(N(C)C1=NC(=C(C=C1)CN1C(CN(CC1)C)=O)C=O)=O)NCC1OCCC1